FC(C(O)C1=CNC2=CC=C(C=C12)C#N)F 3-(2,2-difluoro-1-hydroxyethyl)-1H-indole-5-carbonitrile